NC=1C=C2C(=CC1)C(NCC21CC1)=O 6-aminospiro[2,3-dihydroisoquinoline-4,1'-cyclopropane]-1-one